N1=CC=C(C=C1)CC1=CC=C(C=C1)NC(OCC1=NC=NC=C1)=O pyrimidin-4-ylmethyl (4-(pyridin-4-ylmethyl)phenyl)carbamate